FC(C1=CC(NC(N1)=O)=O)(F)F 6-(trifluoromethyl)pyrimidin-2,4(1H,3H)-dion